C1=CC=C(C=C1)P(=CC(=O)NC(=O)N)(C2=CC=CC=C2)C3=CC=CC=C3 The molecule is a phosphonium ylide that is 2-(triphenylphosphoranylidene)acetamide in which the nitrogen has been converted to the corresponding carbamoyl derivative. By targeting the beta-subunit of fatty acid synthase, it inhibits nuclear envelope expansion and nuclear elongation during the closed mitosis of fission yeast. It has a role as an EC 2.3.1.85 (fatty acid synthase) inhibitor. It is a N-acylurea and a phosphonium ylide.